C(=O)(O)CCSCCSCCC(=O)O 1,2-bis(carboxyethylthio)ethane